(R)-5-(4-(1,3-dioxolan-2-yl)piperidin-1-yl)-N-(2,6-dioxopiperidin-3-yl)picolinamide O1C(OCC1)C1CCN(CC1)C=1C=CC(=NC1)C(=O)N[C@H]1C(NC(CC1)=O)=O